2-butoxy-5H-pyrrolo[3,2-d]pyrimidin-4-amine C(CCC)OC=1N=C(C2=C(N1)C=CN2)N